BrC1=CC2=C(NC(C=3CCN(CC23)C(=O)OC(C)(C)C)=O)C(=C1)F tert-butyl 9-bromo-7-fluoro-5-oxo-3,4,5,6-tetrahydrobenzo[C][2,6]naphthyridine-2(1H)-carboxylate